OC(=O)C(F)(F)F.CC=1C(=NC=CC1)N1C(C(=CC2=CC=CC=C12)C(=O)N)=O (3-methylpyridin-2-yl)-2-oxo-1,2-dihydroquinoline-3-carboxamide TFA salt